CC1(CNC2=CC=CC=C12)C 3,3-dimethyl-1,2-dihydroindole